3,5-DIFLUOROPYRIDINE-4-BORONIC ACID HYDRATE O.FC=1C=NC=C(C1B(O)O)F